O[C@@H]1CN(CC1)C1=NC(=CC(=C1)C=1C=C(C=CC1C)NC(=O)N1C[C@H](CC1)CC(F)(F)F)N1CCOCC1 (R)-N-(3-(2-((S)-3-hydroxypyrrolidin-1-yl)-6-morpholinopyridin-4-yl)-4-methylphenyl)-3-(2,2,2-trifluoroethyl)pyrrolidine-1-carboxamide